C(C)(C)(C)OC(=O)NCCOC=1C=C(C=CC1)NC=1C=C(C=2N(N1)C(=CN2)C(=O)O)N(C)CC2=CC=C(C=C2)OC 6-((3-(2-((tert-butoxycarbonyl)amino)ethoxy)phenyl)amino)-8-((4-methoxybenzyl)(methyl)amino)imidazo[1,2-b]pyridazine-3-carboxylic acid